benzyl cyclobut-1-enecarboxylate C1(=CCC1)C(=O)OCC1=CC=CC=C1